N-(6-(4-(1H-imidazol-1-yl)piperidin-1-yl)-2,2-dimethyl-2,3-dihydrobenzo-furan-5-yl)pyrazolo[1,5-a]pyrimidine-3-carboxamide N1(C=NC=C1)C1CCN(CC1)C1=CC2=C(CC(O2)(C)C)C=C1NC(=O)C=1C=NN2C1N=CC=C2